di-tert-butyl (2,6-dichloropyrimidin-4-yl)imidodicarbonate ClC1=NC(=CC(=N1)N(C(=O)OC(C)(C)C)C(=O)OC(C)(C)C)Cl